C(C)C1=C(C(C2=C(C=CC(=C2C1=O)F)F)=O)CC1=[N+](C=C(C=C1)C(F)(F)F)[O-] ((3-ethyl-5,8-difluoro-1,4-dioxo-1,4-dihydronaphthalen-2-yl)methyl)-5-(trifluoromethyl)pyridine 1-oxide